(2-amino-4-cyclopropoxyphenyl){4-[6-fluoro-2-(4-piperidyl)-3H-1,3,4-triazainden-7-yl]-1-piperidyl}methanone NC1=C(C=CC(=C1)OC1CC1)C(=O)N1CCC(CC1)C=1C(=CN=C2NC(=NC12)C1CCNCC1)F